FC=1C=C(C=CC1)[C@@H]1CC[C@H]2OC3(C(N21)=O)CCN(CC3)C3=NC=NC=2N3N=CC2 (5'S,7a'R)-5'-(3-fluorophenyl)-1-(pyrazolo[1,5-a][1,3,5]triazin-4-yl)tetrahydro-3'H-spiro[piperidine-4,2'-pyrrolo[2,1-b][1,3]oxazol]-3'-one